C1=CC=CC=2C3=CC=CC=C3N(C12)CCCC(=O)O 4-(9H-carbazol-9-yl)butyric acid